COC1=CC=C(C=C1)C(N1CCN(CC1)C(=O)N1N=C(N=C1)C#N)C1=CC=C(C=C1)OC 1-(4-(bis(4-methoxyphenyl)methyl)piperazine-1-carbonyl)-1H-1,2,4-triazole-3-carbonitrile